FC1(CCN(CC1)C1=NC(=NC=C1)NC(=O)C=1C(=CC(=CC1)[N+](=O)[O-])C=1CCC(CC1)(C)C)F N-(4-(4,4-difluoropiperidin-1-yl)pyrimidin-2-yl)-4',4'-dimethyl-5-nitro-2',3',4',5'-tetrahydro-[1,1'-biphenyl]-2-carboxamide